(Z)-5,8,11,14-icosatetraenoic acid C(CCC\C=C/CC=CCC=CCC=CCCCCC)(=O)O